4-(N-(3-methyloxetan-3-yl)sulfamoyl)-2-(6-azaspiro[2.5]octan-6-yl)benzoic acid CC1(COC1)NS(=O)(=O)C1=CC(=C(C(=O)O)C=C1)N1CCC2(CC2)CC1